8-(3-(2-fluorophenoxy)azetidin-1-yl)-3,4-dimethylpyrimidino[4',5':4,5]thieno[2,3-c]pyridazine FC1=C(OC2CN(C2)C2=NC=NC3=C2SC=2N=NC(=C(C23)C)C)C=CC=C1